1-(2-Pyrimidinyl)ethanone N1=C(N=CC=C1)C(C)=O